C1(CC1)N1CCN(CC1)C1CCN(CC1)C1=C(C=C(C(=C1)OC)NC1=NC=NC(=C1)N1OCC[C@@H]1C1=C(C(=CC=C1)C)F)NC(C=C)=O N-(2-(4-(4-cyclopropylpiperazine-1-yl)piperidine-1-yl)-5-((6-((R)-3-(2-fluoro-3-methylphenyl)isoxazolidine-2-yl)pyrimidine-4-yl)amino)-4-methoxyphenyl)acrylamide